C(C)(C)(C)C=1C(=C(C=CC1)[I+]C1=C(C(=CC=C1)C(C)(C)C)C(C)(C)C)C(C)(C)C bis-(di-tert-butylphenyl)iodonium